C(C)(C)(C)OC(=O)NCCCCOC1CCN(CC1)C(=O)OCC1=CC=CC=C1 benzyl 4-(4-((tert-butoxycarbonyl)amino)butoxy)piperidine-1-carboxylate